FC1=C(C=CC(=C1)[N+](=O)[O-])N1CCC(CC1)(O)CC(=O)OC(C)(C)C tert-butyl 2-[1-(2-fluoro-4-nitro-phenyl)-4-hydroxy-4-piperidyl]acetate